C(#C)C1=CC=C(CNC(=O)[C@H]2N(C[C@@H](C2)O)C([C@@H](C(CCN2C[C@H](N(CC2)C(=O)OC(C)(C)C)C(=O)OC)(C)C)NC(=O)OC2=CC=CC=C2)=O)C=C1 (S)-1-tert-butyl 2-methyl 4-((R)-5-((2S,4R)-2-((4-ethynylbenzyl)carbamoyl)-4-hydroxypyrrolidin-1-yl)-3,3-dimethyl-5-oxo-4-((phenoxycarbonyl)amino)pentyl)piperazine-1,2-dicarboxylate